Racemic-3-(4-fluorobenzyl)-1-(2-(pyrimidin-4-yl)nicotinoyl)pyrrolidine-3-carbonitrile FC1=CC=C(C[C@@]2(CN(CC2)C(C2=C(N=CC=C2)C2=NC=NC=C2)=O)C#N)C=C1 |r|